(E)-3-(3-bromo-4-((3-chlorobenzyl)oxy)-5-methoxyphenyl)-1-(3-hydroxyphenyl)prop-2-en-1-one BrC=1C=C(C=C(C1OCC1=CC(=CC=C1)Cl)OC)/C=C/C(=O)C1=CC(=CC=C1)O